BrC=1C=CC(=C(C(=O)NCC=2C=NC(=C(C2)F)OC2CC2)C1)F 5-Bromo-N-((6-cyclopropoxy-5-fluoropyridin-3-yl)methyl)-2-fluorobenzamide